(9-((tetrahydro-2H-pyran-4-yl)methyl)-3,9-diazaspiro[5.5]undecan-3-yl)(3,3,5-trimethyl-2,3-dihydro-1H-pyrrolo[3,2-b]pyridin-1-yl)methanone O1CCC(CC1)CN1CCC2(CCN(CC2)C(=O)N2CC(C3=NC(=CC=C32)C)(C)C)CC1